C(C)C(CCCC)C(C)C1=NNC=N1 5-ethyl-6-heptyl-[1,2,4]triazole